COCC(=O)OOC1=NN(C(=C1I)C=1C=NC(=CC1)F)C1=NC=CC(=C1S(=O)C)C methyl-({5-(6-fluoropyridin-3-yl)-4-iodo-1-[3-(methylsulphinyl)pyridin-2-yl]-1H-pyrazol-3-yl}oxy) (methoxy)acetate